(2-(2-(2-(2-((3',5-diallyl-4'-hydroxy-[1,1'-biphenyl]-2-yl)oxy)ethoxy)ethoxy)ethoxy)ethyl)triphenylphosphonium bromide [Br-].C(C=C)C=1C=C(C=CC1O)C1=C(C=CC(=C1)CC=C)OCCOCCOCCOCC[P+](C1=CC=CC=C1)(C1=CC=CC=C1)C1=CC=CC=C1